C(N)(=N)C=1C=CC(=NC1)CNC(=O)C1N(C2CC2(C1)C)C(CNC(=O)C1=CC=C(C=C1)OC1=CC=CC=C1)=O N-[(5-carbamimidoylpyridin-2-yl)methyl]-5-methyl-2-{2-[(4-phenoxy-phenyl)formamido]acetyl}-2-azabicyclo[3.1.0]hexane-3-carboxamide